FC([C@H](O)C=1NC=C(N1)CC1=C(C=NC=C1)C)(F)F |r| (rac)-2,2,2-Trifluoro-1-(4-((3-methylpyridin-4-yl)methyl)-1H-imidazol-2-yl)ethan-1-ol